(2S,4S)-2-carbamothioyl-4-methyl-N-(4-methyl-5-(2-(1,1,1-trifluoro-2-methylpropan-2-yl)pyridin-4-yl)thiazol-2-yl)pyrrolidine-1-carboxamide C(N)(=S)[C@H]1N(C[C@H](C1)C)C(=O)NC=1SC(=C(N1)C)C1=CC(=NC=C1)C(C(F)(F)F)(C)C